BrC1=C2CN(C(C2=C(C=C1)Cl)=O)C1CCC(CC1)C(=O)NC1=CC(=C(C=C1)C)OC (1s,4s)-4-(4-Bromo-7-chloro-1-oxoisoindolin-2-yl)-N-(3-methoxy-4-methylphenyl)cyclohexanecarboxamide